CC=1N=C(OC1)C1=NC(=CC=C1)C=1OC=C(N1)C 2,6-bis[4-(S)-methyl-2-oxazolyl]pyridine